N-hydroxy-N-[(1S)-3-hydroxy-1-(1-methyl-1H-pyrazol-4-yl)propyl]carbamic acid tert-butyl ester C(C)(C)(C)OC(N([C@@H](CCO)C=1C=NN(C1)C)O)=O